C(C)(=O)NN(C)CC(=O)O (N'-ACETYL-N-METHYL-HYDRAZINO)-ACETIC ACID